1,3,5-tris(2-hydroxyethyl)-S-triazine propan-2-yl-ethenesulfonate CC(C)OS(=O)(=O)C=C.OCCN1CN(CN(C1)CCO)CCO